2-(pyridine-3-sulfonylamino)-4-(trifluoromethyl)benzoic acid N1=CC(=CC=C1)S(=O)(=O)NC1=C(C(=O)O)C=CC(=C1)C(F)(F)F